COC(C1=CC(=CC(=C1)OCCOC)N1C=NC=C1)=O.FC(C(CN1N=CC(=C1)C(=O)N)C)(F)F 1-(3,3,3-trifluoro-2-methyl-propyl)pyrazole-4-carboxamide methyl-3-(imidazol-1-yl)-5-(2-methoxyethoxy)benzoate